N-(methyl-d3)-4-((6-(methyl-d3)-5,6-dihydropyrazino[2,3-c]quinolin-7-yl)amino)pyridazine-3-carboxamide C(NC(=O)C=1N=NC=CC1NC1=CC=CC=2C3=C(CN(C12)C([2H])([2H])[2H])N=CC=N3)([2H])([2H])[2H]